2-chloro-1,3-dimethyl-2-imidazolium tetrafluoroborate F[B-](F)(F)F.Cl[CH2+]1N(C=CN1C)C